ClC=1C=C(COC2(COC2)C2=CC(=C(C=C2C)N=CN(C)CC)C)C=CC1 N'-(4-(3-((3-chlorobenzyl)oxy)oxetan-3-yl)-2,5-dimethylphenyl)-N-ethyl-N-methylformimidamide